C(C)OC(OCC)[SiH2]CCCC=1NCCN1 (3-(diethoxy)methylsilylpropyl)-4,5-dihydroimidazole